5-bromo-3-(4-fluorophenyl)-7-methylquinolin-2-ol BrC1=C2C=C(C(=NC2=CC(=C1)C)O)C1=CC=C(C=C1)F